(3R)-3-amino-7-(5-tert-butyl-1,3,4-oxadiazol-2-yl)-5-[(6-chloro-3-pyridyl)methyl]-8-fluoro-1,1-dioxo-2,3-dihydro-1λ6,5-benzothiazepin-4-one N[C@H]1CS(C2=C(N(C1=O)CC=1C=NC(=CC1)Cl)C=C(C(=C2)F)C=2OC(=NN2)C(C)(C)C)(=O)=O